CN(CCN(C1=C(C=C(C(=C1)OC)NC1=NC=CC(=N1)C=1C=C2C(=NC1)N=C(N2C(C)C)OC)[N+](=O)[O-])C)C N1-(2-(dimethylamino)ethyl)-N4-(4-(1-isopropyl-2-methoxy-1H-imidazo[4,5-b]pyridine-6-yl)pyrimidin-2-yl)-5-methoxy-N1-methyl-2-nitrobenzene-1,4-diamine